4-((2-(6,8-dioxa-2-azaspiro[3.5]nonan-7-yl)ethyl)((2-methylthiazol-5-yl)methyl)amino)benzonitrile C1NCC12COC(OC2)CCN(C2=CC=C(C#N)C=C2)CC2=CN=C(S2)C